(2-((2,3-dihydro-1H-inden-2-yl)(methyl)carbamoyl)-6-((2-fluorophenyl)amino)-pyridin-4-yl)carbamic acid tert-butyl ester C(C)(C)(C)OC(NC1=CC(=NC(=C1)NC1=C(C=CC=C1)F)C(N(C)C1CC2=CC=CC=C2C1)=O)=O